3,3-difluoro-1-(4-(3-((2-(isopropylamino)pyridin-4-yl)methyl)-4,4-dimethyl-2,5-dioxoimidazolidin-1-yl)phenyl)cyclobutane-1-carbonitrile FC1(CC(C1)(C#N)C1=CC=C(C=C1)N1C(N(C(C1=O)(C)C)CC1=CC(=NC=C1)NC(C)C)=O)F